bis-fluorosulfimide FS(=N)F